2-methylaminoethyl-morpholine CNCCN1CCOCC1